O1C=CC=CC=CC=C1 oxonine